FC1(CC(C1)CN[C@H]1[C@H](CCCCC1)OC=1C=C2CN(C(C2=CC1)=O)C1C(NC(CC1)=O)=O)F 3-(5-(((1S,2R)-2-(((3,3-difluorocyclobutyl)methyl)amino)cycloheptyl)oxy)-1-oxoisoindolin-2-yl)piperidine-2,6-dione